C(C)OC(C1=C(C=NC=C1F)Br)=O bromo-5-fluoroisonicotinic acid ethyl ester